BrC1=CC(=C2C(=N1)C(=NN2C(C)C)C)C=O 5-bromo-1-isopropyl-3-methyl-pyrazolo[4,3-b]pyridine-7-carbaldehyde